BrC(C(C(F)(F)F)(F)Br)(F)F 1,2-Dibromo-1,1,2,3,3,3-hexafluoro-propane